3-[4-(5-aminopent-1-yn-1-yl)-3-methyl-2-oxo-1,3-benzodiazol-1-yl]piperidine-2,6-dione trifluoro-acetate FC(C(=O)O)(F)F.NCCCC#CC1=CC=CC=2N(C(N(C21)C)=O)C2C(NC(CC2)=O)=O